tert-Butyl (5-(2-methoxypyridin-3-yl)-1,3,4-thiadiazol-2-yl)carbamate COC1=NC=CC=C1C1=NN=C(S1)NC(OC(C)(C)C)=O